6-((2,6-dimethylpyrimidin-4-yl)amino)-N-ethoxy-4-((4-isopropoxy-2-(N-methylsulphonylamino)phenyl)amino)nicotinamide CC1=NC(=CC(=N1)NC1=NC=C(C(=O)NOCC)C(=C1)NC1=C(C=C(C=C1)OC(C)C)NS(=O)(=O)C)C